N-ethyltaurate C(C)NCCS(=O)(=O)[O-]